C(#N)CCN(CCC#N)CC(C)O 3-(N',N'-bis(2-cyanoethyl)amino)-2-propanol